C1(CCCCC1)C=1SC(=C(N1)F)N1C([C@@H]2N(CCN(C2)C#N)CC1)=O (R)-8-(2-cyclohexyl-4-fluorothiazol-5-yl)-9-oxooctahydro-2H-pyrazino[1,2-a]pyrazine-2-carbonitrile